CN(C=1C=C2CN(C(C2=CC1)=O)C1C(NC(CC1)=O)=O)[C@@H]1CC=CC[C@H]1NC 3-(5-(methyl-((1R,6R)-6-(methylamino)cyclohex-3-en-1-yl)amino)-1-oxoisoindolin-2-yl)piperidine-2,6-dione